(3S,4S)-4-{[5-(2,4-difluoro-phenyl)-isoxazole-3-carbonyl]-amino}-1-((1R,2R)-2-hydroxy-cyclohexyl)-piperidine-3-carboxylic acid ((1S)-1-pyridin-2-yl-ethyl)-amide N1=C(C=CC=C1)[C@H](C)NC(=O)[C@H]1CN(CC[C@@H]1NC(=O)C1=NOC(=C1)C1=C(C=C(C=C1)F)F)[C@H]1[C@@H](CCCC1)O